C(C1=CC=CC=C1)(=O)NNC(=O)C1[C@H]2CN(C[C@@H]12)C(=O)OC(C)(C)C tert-butyl (1R,5S,6r)-6-(2-benzoylhydrazine-1-carbonyl)-3-azabicyclo[3.1.0]hexane-3-carboxylate